FC1=CC=C(CN2C(N(C3=C2C=CC=C3)CC3=CC=C(C(=O)NCCCOC)C=C3)=C=O)C=C1 4-((3-(4-fluorobenzyl)-2-carbonyl-2,3-dihydro-1H-benzo[d]imidazol-1-yl)methyl)-N-(3-methoxypropyl)benzamide